C1CC(=O)C(=O)NC1 piperidinedione